(S)-5-(3-(5-((5-(tert-butyl)isoxazol-3-yl)carbamoyl)-2-methylphenyl)pyrrolidin-1-yl)nicotinamide C(C)(C)(C)C1=CC(=NO1)NC(=O)C=1C=CC(=C(C1)[C@H]1CN(CC1)C=1C=NC=C(C(=O)N)C1)C